FC=1C=CC2=C(CCO2)C1CNC1=NC=C(C=2N1C=NN2)C=2C=1N(C(=CC2)OC)N=CN1 N-((5-Fluorodihydrobenzofuran-4-yl)methyl)-8-(5-methoxy-[1,2,4]triazolo[1,5-a]pyridine-8-yl)-[1,2,4]triazolo[4,3-c]pyrimidin-5-amine